1,1,1,3,3,3-Hexafluoropropan-2-yl (S)-4-(4-chloro-2-(3-(methylsulfonamido)pyrrolidin-1-yl)benzyl)piperazine-1-carboxylate ClC1=CC(=C(CN2CCN(CC2)C(=O)OC(C(F)(F)F)C(F)(F)F)C=C1)N1C[C@H](CC1)NS(=O)(=O)C